4-fluoro-7-methyl-N-(1-(1-methylpiperidin-4-yl)-1H-indazol-4-yl)-1H-indole FC1=C2C=CN(C2=C(C=C1)C)C1=C2C=NN(C2=CC=C1)C1CCN(CC1)C